FC=1C=C2C=NN(C2=CC1O)C=1C=NC(=CC1)C1=CC=C(C=C1)O 5-Fluoro-1-(6-(4-hydroxyphenyl)pyridin-3-yl)-1H-indazol-6-ol